5-(indolizine-2-carbonyl)-N-[1-(oxetan-3-yl)ethyl]-2H,4H,5H,6H,7H-pyrazolo[4,3-c]pyridine-3-carboxamide C=1C(=CN2C=CC=CC12)C(=O)N1CC=2C(CC1)=NNC2C(=O)NC(C)C2COC2